3-[6-(5-chloro-1,3-benzoxazol-2-yl)spiro[3.3]heptan-2-yl]-1-ethyl-1-methyl-urea ClC=1C=CC2=C(N=C(O2)C2CC3(CC(C3)NC(N(C)CC)=O)C2)C1